[(3S)-1-isopropyl-5-oxo-pyrrolidin-3-yl]-4-[3-[2-(cyclopropoxy)-3-pyridyl]pyrazolo[1,5-a]pyrimidin-5-yl]piperazine-1-carboxylate C(C)(C)N1C[C@H](CC1=O)OC(=O)N1CCN(CC1)C1=NC=2N(C=C1)N=CC2C=2C(=NC=CC2)OC2CC2